CC(C=C)OCC1OC1 2-(but-3-en-2-yloxymethyl)oxirane